5-(benzyloxy)-2-(difluoromethyl)-N-[4-(hydroxymethyl)oxan-4-yl]-1-benzothiophene-3-carboxamide C(C1=CC=CC=C1)OC=1C=CC2=C(C(=C(S2)C(F)F)C(=O)NC2(CCOCC2)CO)C1